[1,3]Oxazine-6-carboxylic acid methyl ester COC(=O)C1=CC=NCO1